C=1(C(=CC=CC1)C=O)C1=CC=C(C=C1)C1=CC=CC=C1 [1,1':4',1'']terphenylcarboxaldehyde